[Si](C1=CC=CC=C1)(C1=CC=CC=C1)(C(C)(C)C)OCC[C@@H]1[C@@H](CCC1)OC1=C(C=CC(=C1)C)S(=O)(=O)CCC(=O)OC[C@@H](CCCC)CC |o1:20,21,&1:42| (RS)-2-ethylhexyl 3-((2-(((1R*,2R*)-2-(2-((tert-butyldiphenylsilyl)oxy)ethyl)cyclopentyl)oxy)-4-methylphenyl)sulfonyl)propanoate